CC1CCN(CC1)C1C[C@@H]2[C@@H](CNC2)C1 (3aR,5r,6aS)-5-(4-methylpiperidin-1-yl)octahydrocyclopenta[c]pyrrole